OC=1C=CC=C2NC=C(CCN)C12 4-hydroxy-tryptamine